N-((5-(tert-butyl)-8-hydroxyquinolin-7-yl)(3-(3-(3-((2-(2,6-dioxopiperidin-3-yl)-1,3-dioxoisoindolin-4-yl)amino)-propyl)azetidine-1-carbonyl)phenyl)-methyl)butyramide C(C)(C)(C)C1=C2C=CC=NC2=C(C(=C1)C(NC(CCC)=O)C1=CC(=CC=C1)C(=O)N1CC(C1)CCCNC1=C2C(N(C(C2=CC=C1)=O)C1C(NC(CC1)=O)=O)=O)O